5-{[5-(3-{[(1R,2S,4S,5S)-4-aminobicyclo[3.1.0]hexane-2-yl]oxy}-5-methoxypyridin-4-yl)-1H-pyrazol-3-yl]amino}pyrazine-2-carbonitrile N[C@H]1C[C@@H]([C@@H]2C[C@H]12)OC=1C=NC=C(C1C1=CC(=NN1)NC=1N=CC(=NC1)C#N)OC